BrC=1C(=C(OCCCCCN2C[C@@H](CC2)O)C=CC1)C (R)-1-(5-(3-bromo-2-methylphenoxy)pentyl)pyrrolidin-3-ol